N-(5-chloro-2-((pyridin-3-yl)methoxy)-4-(3-(1-(3-(4-hydroxyl-4-carboxypiperidin-1-yl)propyl)indolin-4-yl)-2-bromobenzyloxy)benzyl)-L-serine ClC=1C(=CC(=C(CN[C@@H](CO)C(=O)O)C1)OCC=1C=NC=CC1)OCC1=C(C(=CC=C1)C1=C2CCN(C2=CC=C1)CCCN1CCC(CC1)(C(=O)O)O)Br